NC=1NC(C(=C(N1)N)NC(=O)NC=1C=C(C(=NC1)C(=O)N[C@H](C(=O)O)CCC(=O)O)F)=O (2S)-2-[(5-{[(2,4-diamino-6-oxo-1,6-dihydropyrimidin-5-yl)carbamoyl]amino}-3-fluoropyridin-2-yl)formamido]pentanedioic acid